ClC1=C(C=C2C=3C=C(C=CC3NC2=C1)C=1CCN(CC1)C(=O)OC(C)(C)C)C tert-butyl 4-(7-chloro-6-methyl-9H-carbazol-3-yl)-3,6-dihydropyridine-1(2H)-carboxylate